Ethyl L-alaninate N[C@@H](C)C(=O)OCC